CN1N=C(C=C1S(=O)(=O)N1C[C@@H]2CN(C[C@@H]2C1)C1CCOCC1)C |r| Rac-(3aR,6aS)-2-((1,3-dimethyl-1H-pyrazol-5-yl)sulfonyl)-5-(tetrahydro-2H-pyran-4-yl)octahydropyrrolo[3,4-c]pyrrole